(1S*,2R*,3R*,7S*,8R*)-4-benzyl-1-isobutylaminocarbonyl-2-benzyl-4,10-diazatricyclo[5.3.1.03,8]undeca-9-ene C(C1=CC=CC=C1)N1[C@@H]2[C@H]([C@]3(N=C[C@@H]2[C@@H](CC1)C3)C(=O)NCC(C)C)CC3=CC=CC=C3 |o1:8,9,10,13,14|